O=C1NC(CC[C@@H]1NC(C1=C(C=C(C=C1)N1CC(C1)=O)F)=O)=O (S)-N-(2,6-Dioxopiperidin-3-yl)-2-fluoro-4-(3-oxoazetidin-1-yl)benzamide